(R)-1-(4-((1-(3,4,5-trimethoxyphenyl)-1H-imidazol-4-yl)amino)-6,7-dihydro-5H-cyclopenta[d]pyrimidin-2-yl)pyrrolidine-2-carboxamide COC=1C=C(C=C(C1OC)OC)N1C=NC(=C1)NC=1C2=C(N=C(N1)N1[C@H](CCC1)C(=O)N)CCC2